6-(3-(2,4-dioxotetrahydropyrimidin-1(2H)-yl)-5-fluoro-1-methyl-1H-indazol-6-yl)-2,6-diazaspiro[3.3]heptane-2-carboxylic acid tert-butyl ester C(C)(C)(C)OC(=O)N1CC2(C1)CN(C2)C2=C(C=C1C(=NN(C1=C2)C)N2C(NC(CC2)=O)=O)F